CC1=NN(C=C1NC1=NC=C(C(=N1)NCCCNC(=O)C1COC1)C(F)(F)F)C1CN(CC1)C N-(3-((2-((3-methyl-1-(1-methylpyrrolidin-3-yl)-1H-pyrazol-4-yl)amino)-5-(trifluoromethyl)pyrimidin-4-yl)amino)propyl)oxetan-3-carboxamide